N1[C@H](CC1)CNCCCCNC1=CC(=C(C=C1Br)S(=O)(=O)NC1=NC=NS1)F 4-[(4-{[(2R)-azetidin-2-ylmethyl]amino}butyl)amino]-5-bromo-2-fluoro-N-1,2,4-thiadiazol-5-ylbenzenesulfonamide